(4-(4-(piperidin-4-ylethynyl)phenyl)piperidin-1-yl)-3-(trifluoromethyl)-7,8-dihydro-[1,2,4]triazolo[4,3-b]pyridazine N1CCC(CC1)C#CC1=CC=C(C=C1)C1CCN(CC1)C=1CCC=2N(N1)C(=NN2)C(F)(F)F